(S)-2-(4-(4-chlorophenyl)-2,3,9-trimethyl-6H-thieno[3,2-f][1,2,4]triazolo[4,3-a][1,4]diazepin-6-yl)-N-(4-((3-(2-oxoindolin-5-yl)pyridin-2-yl)amino)butyl)acetamide ClC1=CC=C(C=C1)C1=N[C@H](C=2N(C3=C1C(=C(S3)C)C)C(=NN2)C)CC(=O)NCCCCNC2=NC=CC=C2C=2C=C3CC(NC3=CC2)=O